ethyl 3-(7-{[(4R)-8-chloro-4-ethyl-1,1-dioxido-3,4-dihydro-2H-5,1,2-benzoxathiazepin-2-yl]methyl}-2,3-dihydro-1H-inden-5-yl)-3-(1,4-dimethyl-1H-benzotriazol-5-yl)propanoate ClC1=CC2=C(O[C@@H](CN(S2(=O)=O)CC=2C=C(C=C3CCCC23)C(CC(=O)OCC)C2=C(C3=C(N(N=N3)C)C=C2)C)CC)C=C1